1-((6-aminopyridin-2-yl)oxy)-2-methylpropan-2-ol NC1=CC=CC(=N1)OCC(C)(O)C